FC1(CC2(CN(C2)C=2OC(=C(N2)C(=O)NC2=CC(=C(C=C2)N2CCC(CC2)(F)F)F)CC(F)(F)F)C1)F 2-{6,6-difluoro-2-azaspiro[3.3]heptan-2-yl}-N-[4-(4,4-difluoropiperidin-1-yl)-3-fluorophenyl]-5-(2,2,2-trifluoroethyl)oxazole-4-carboxamide